COC(CCCCCCC[SiH3])(OC)OC trimethoxyoctylsilane